BrC=1C=C(C(=NC1)N1CCS(CC1)=O)NS(=O)(=O)C1=CC=CC=C1 N-(5-bromo-2-(1-oxidothiomorpholino)pyridin-3-yl)benzenesulfonamide